C(CCCCCCCCCCCCC)C(CO)(O)CO monomyristyl-glycerol